O(C(=S)[S-])CC(C)C.[Zn+2].C(C(C)C)OC(=S)[S-] zinc isobutyl xanthate